FC1C(C1)C(=O)N 2-fluoro-cyclopropanecarboxamide